ClC1=C(OCC=2C=C(C=CC2)N2CCCC2)C=CC(=C1)Cl (3-((2,4-dichlorophenoxy)methyl)phenyl)pyrrolidine